C(C)(C)(C)C1=C(C(=C(CN2C(=O)N(C(=O)N(C2=O)CC2=C(C(=C(C=C2C)C(C)(C)C)O)C)CC2=C(C(=C(C=C2C)C(C)(C)C)O)C)C(=C1)C)C)O 1,3,5-tris(4-tertiary butyl-3-hydroxy-2,6-dimethylbenzyl)isocyanuric acid